C(CCCC)NN n-pentylhydrazine